C1N(CC2=CC=CC=C12)C([C@H](C1CCC(CC1)N1CCCC1)NC(OC(C)(C)C)=O)=O tert-butyl N-[(1S)-2-(1,3-dihydroisoindol-2-yl)-2-oxo-1-[4-(pyrrolidin-1-yl)cyclohexyl]ethyl]carbamate